5-(4-((2-Ethyl-3-oxo-4H-quinoxalin-6-yl)methyl)piperazin-1-yl)-N-(methyl-d3)Pyridine-2-carboxamide C(C)C1=NC2=CC=C(C=C2NC1=O)CN1CCN(CC1)C=1C=CC(=NC1)C(=O)NC([2H])([2H])[2H]